C1N(CCC2=CC=CC=C12)C[C@H](CN1CCOC2=C(C1=O)C=CC(=C2)C(=O)N2CCC(CC2)C(F)(F)F)O 4-[(2R)-3-(3,4-dihydro-1H-isoquinolin-2-yl)-2-hydroxy-propyl]-8-[4-(trifluoromethyl)piperidine-1-carbonyl]-2,3-dihydro-1,4-benzoxazepin-5-one